FC1(CCN(CC1)C1=C(C=C(C=N1)N1C=NC(=C1)C(=O)O)F)F 1-(6-(4,4-Difluoropiperidin-1-yl)-5-fluoropyridin-3-yl)-1H-imidazole-4-carboxylic acid